F[C@H]1[C@H](C[C@@]2(C=C[C@H]1N2)C)C(=C)C=2N=CC(=NC2)C2=C(C=C(C=C2)N2N=CC(=C2)F)O 2-(5-(1-((1R,3R,4S,5R)-4-fluoro-1-methyl-8-azabicyclo[3.2.1]oct-6-en-3-yl)vinyl)pyrazin-2-yl)-5-(4-fluoro-1H-pyrazol-1-yl)phenol